5-chloronicotinic acid methyl ester COC(C1=CN=CC(=C1)Cl)=O